6-amino-N-[(1-cyclopropylcyclobutyl)methyl]-2,2-difluoro-1,3-benzodiazole-5-carboxamide NC=1C(=CC=2C(=NC(N2)(F)F)C1)C(=O)NCC1(CCC1)C1CC1